tert-butyl N-[3-methyl-5-[[2-[(2R,5S)-5-methyl-2-(3,4,5-trifluorophenyl)-1-piperidyl]-2-oxo-acetyl]amino]-2-pyridyl]carbamate CC=1C(=NC=C(C1)NC(C(=O)N1[C@H](CC[C@@H](C1)C)C1=CC(=C(C(=C1)F)F)F)=O)NC(OC(C)(C)C)=O